5-(2-chlorophenoxy)-3-((3-fluoro-5-(trifluoromethyl)benzyl)amino)-4H-benzo[e][1,2,4]thiadiazine 1,1-dioxide ClC1=C(OC2=CC=CC3=C2NC(=NS3(=O)=O)NCC3=CC(=CC(=C3)C(F)(F)F)F)C=CC=C1